FC1([C@H](CN(CC1)[C@H](C(=O)NC=1SC2=C(N1)C=C1C(=C2)OC(O1)(F)F)C)C1=CNC(C(=C1)CO)=O)F (S)-2-((S)-4,4-difluoro-3-(5-(hydroxymethyl)-6-oxo-1,6-dihydropyridin-3-yl)piperidin-1-yl)-N-(2,2-difluoro-[1,3]dioxolo[4',5':4,5]benzo[1,2-d]thiazol-6-yl)propanamide